rac-(1R*,5S*)-6-azabicyclo[3.2.0]heptan-7-one [C@H]12CCC[C@@H]2NC1=O |r|